perfluoro-2-methyl-3,6,8-trioxanonanoic acid ammonium [NH4+].FC(C(=O)O)(OC(C(OC(OC(F)(F)F)(F)F)(F)F)(F)F)C(F)(F)F